N-hydroxymethyl-phthalic acid imine OCN=C(C=1C(C(=O)O)=CC=CC1)O